(S)-N-(2-cyclopropyl-4-methyl-5-oxo-5,6,7,8-tetrahydro-4H-pyrazolo[1,5-a][1,3]diazepin-6-yl)-5-(4-fluorobenzyl)-4H-1,2,4-triazole-3-carboxamide C1(CC1)C1=NN2C(N(C([C@H](CC2)NC(=O)C2=NN=C(N2)CC2=CC=C(C=C2)F)=O)C)=C1